NC=1C(N(C=CC1)C1=NC=CC(=C1)C(=O)OC)=O Methyl 3-amino-2-oxo-[1,2'-bipyridine]-4'-carboxylate